5,6-bis(4-aminobenzyl)-1,2-dimethyl-benzimidazole NC1=CC=C(CC2=CC3=C(N(C(=N3)C)C)C=C2CC2=CC=C(C=C2)N)C=C1